(2-cyano-2-(2-(3,5-dichloro-4-((5-isopropyl-1-methyl-6-oxo-1,6-dihydropyridin-3-yl)oxy)phenyl)hydrazineylidene)acetyl)carbamate C(#N)C(C(=O)NC([O-])=O)=NNC1=CC(=C(C(=C1)Cl)OC1=CN(C(C(=C1)C(C)C)=O)C)Cl